(R)-5-methoxy-2-(5-methyl-4-((1-methylpiperidin-3-yl)amino)pyrido[3,4-d]pyridazin-1-yl)phenol COC=1C=CC(=C(C1)O)C1=C2C(=C(N=N1)N[C@H]1CN(CCC1)C)C(=NC=C2)C